2,2'-methylenebisoxirane C(C1OC1)C1OC1